NC1=CN=CC=N1 6-aminopyrazin